CC([O-])(C)C.[Na+] sodium 1,1-dimethylethoxide